N-ethyl-1-(3-fluoro-5-(trifluoromethyl)pyridin-2-yl)ethan-1-amine C(C)NC(C)C1=NC=C(C=C1F)C(F)(F)F